(2S,4R)-1-[(2S)-2-(4-cyclopropyltriazol-1-yl)-3,3-dimethyl-butanoyl]-4-hydroxy-N-[1-[(3-methyl-1,2,4-oxadiazol-5-yl)methyl]cyclopropyl]pyrrolidine-2-carboxamide C1(CC1)C=1N=NN(C1)[C@H](C(=O)N1[C@@H](C[C@H](C1)O)C(=O)NC1(CC1)CC1=NC(=NO1)C)C(C)(C)C